6-amino-4-((3,3-difluorocyclopentyl)amino)nicotinonitrile NC1=NC=C(C#N)C(=C1)NC1CC(CC1)(F)F